yttrium-silver-indium [In].[Ag].[Y]